C(C)(=O)N1CCC(CC1)N1CC(C1)N1N=C(C(=C1)NC(C1=NC(=CC=C1)C=1C=NN(C1)CC(F)F)=O)C(F)F N-(1-(1-(1-acetylpiperidin-4-yl)azetidin-3-yl)-3-(difluoromethyl)-1H-pyrazol-4-yl)-6-(1-(2,2-difluoroethyl)-1H-pyrazol-4-yl)-2-picolinamide